FC(CN1C(=NC2=C1C=C(C=C2F)C=2C(=CN1N=C(N=C(C12)OC)N[C@@H]1[C@H](CN(CC1)CCOC)F)F)C)F 5-(1-(2,2-difluoroethyl)-4-fluoro-2-methyl-1H-benzo[d]imidazol-6-yl)-6-fluoro-N-((3S,4S)-3-fluoro-1-(2-methoxyethyl)piperidin-4-yl)-4-methoxypyrrolo[2,1-f][1,2,4]triazin-2-amine